2,2-bis(((4-azido-2,3,5-trifluoro-6-isopropylbenzoyl)oxy)methyl)propane-1,3-diyl bis(4-azido-2,3,5-trifluoro-6-isopropylbenzoate) N(=[N+]=[N-])C1=C(C(=C(C(=O)OCC(COC(C2=C(C(=C(C(=C2C(C)C)F)N=[N+]=[N-])F)F)=O)(COC(C2=C(C(=C(C(=C2C(C)C)F)N=[N+]=[N-])F)F)=O)COC(C2=C(C(=C(C(=C2C(C)C)F)N=[N+]=[N-])F)F)=O)C(=C1F)C(C)C)F)F